N-(4-cyano-2-fluoro-phenyl)-5-(4-methoxyphenyl)-1H-pyrrole-3-sulfonamide C(#N)C1=CC(=C(C=C1)NS(=O)(=O)C1=CNC(=C1)C1=CC=C(C=C1)OC)F